2-(1,2-oxazol-3-yl)ethanamine O1N=C(C=C1)CCN